(1S,2S)-2-phenyl-N-(5-(4,4,5,5-tetramethyl-1,3,2-dioxaborolan-2-yl)pyrazolo[1,5-a]pyridin-2-yl)cyclopropane-1-carboxamide C1(=CC=CC=C1)[C@@H]1[C@H](C1)C(=O)NC1=NN2C(C=C(C=C2)B2OC(C(O2)(C)C)(C)C)=C1